Cl.N1=CC=CC=2C(=CC=CC12)C(N)=N 5-Quinolinecarboximidamide HCl salt